8-((Tetrahydrofuran-3-yl)oxy)-1,2,3,4-tetrahydroisoquinoline hydrochloride Cl.O1CC(CC1)OC=1C=CC=C2CCNCC12